OC=1C=CC(=NC1C(F)(F)F)C(=O)NC1=C2C(N(C=NC2=CC=C1)CCC1=C(C=CC=C1)OC)=O 5-hydroxy-N-(3-(2-methoxyphenethyl)-4-oxo-3,4-dihydroquinazolin-5-yl)-6-(trifluoromethyl)picolinamide